OC(C)(C)C=1C=C(C=CC1)NC(CC1=NC=C2C=CC(=NC2=C1)C1=CC(=CC=C1)C1=CC=NC=C1)=O N-(3-(2-hydroxypropan-2-yl)phenyl)-2-(2-(3-(pyridin-4-yl)phenyl)-1,6-naphthyridin-7-yl)acetamide